COC=1C=C(C=NC1)B(O)O (5-methoxy-3-pyridyl)boronic acid